C1(CC1)C(=O)NC1=NC=CC(=C1)OC=1C=C2CC(COC2=CC1)C(=O)O 6-[[2-(cyclopropanecarbonylamino)-4-pyridinyl]oxy]chroman-3-carboxylic acid